octahydro-2,5-epoxypentalene tert-Butyl-4-(3-amino-6-cyano-1-methyl-2-oxo-1,2-dihydro-1,5-naphthyridin-4-yl)-3-(2-methoxy-2-oxoethyl)piperazine-1-carboxylate C(C)(C)(C)OC(=O)N1CC(N(CC1)C1=C(C(N(C2=CC=C(N=C12)C#N)C)=O)N)CC(=O)OC.C1C2CC3CC(CC13)O2